BrC=1C(=C2C=NN(C2=CC1)CC(C#N)(C)C)F (5-bromo-4-fluoro-1H-indazol-1-yl)-2,2-dimethylpropionitrile